C1(CCC1)C=1C(=NN(C1NC(CC1CC(C1)(F)F)=O)C)C(C)(C)O N-(4-cyclobutyl-3-(2-hydroxypropan-2-yl)-1-methyl-1H-pyrazol-5-yl)-2-(3,3-difluorocyclobutyl)acetamide